2-(4-cyclopropyl-1-ethyl-1H-pyrazol-5-yl)-N-(4-(1-methyl-4-(trifluoromethyl)-1H-imidazol-2-yl)benzyl)-6,7-dihydro-5H-pyrrolo[3,4-d]pyrimidin-4-amine C1(CC1)C=1C=NN(C1C=1N=C(C2=C(N1)CNC2)NCC2=CC=C(C=C2)C=2N(C=C(N2)C(F)(F)F)C)CC